COC1=C(OC2=CC=C3NC=4CCCCC4C(C3=C2)=O)C=CC=C1 7-(2-methoxyphenoxy)-1,2,3,4,9,10-hexahydroacridin-9-one